C(C)(C)C=1C2=C(NC1C=1C=C(C=3N(C1)N=CN3)C)C=C(S2)C2=NC3(CO2)CCN(CC3)C(=O)OC(C)(C)C tert-butyl 2-(6-isopropyl-5-(8-methyl-[1,2,4]triazolo[1,5-a]pyridin-6-yl)-4H-thieno[3,2-b]pyrrol-2-yl)-3-oxa-1,8-diazaspiro[4.5]dec-1-ene-8-carboxylate